(R)-1-(6-(2-acryloyl-2,6-diazaspiro[3.4]octan-6-yl)-5-cyanopyrimidin-4-yl)pyrrolidine-2-carboxamide C(C=C)(=O)N1CC2(C1)CN(CC2)C2=C(C(=NC=N2)N2[C@H](CCC2)C(=O)N)C#N